C(C)O[Si](OC(CC)(CC)CC)(OCC)OCC triethoxy-(1,1-diethylpropoxy)-silane